(1R)-2-[4-(1,3-benzoxazol-2-yl)-5-hydroxy-1-methyl-6-oxopyrimidin-2-yl]-1-(2-fluorophenyl)-N-(2-hydroxyethyl)-N-methyl-3,4-dihydro-1H-isoquinoline-7-carboxamide O1C(=NC2=C1C=CC=C2)C=2N=C(N(C(C2O)=O)C)N2[C@H](C1=CC(=CC=C1CC2)C(=O)N(C)CCO)C2=C(C=CC=C2)F